N[C@@H]([C@@H](C(=O)N[C@@](C(=O)O)(C)C1=CC(=CC=C1)C(F)(F)F)O)CC1=CC=CC=C1 (S)-2-((2S,3R)-3-amino-2-hydroxy-4-phenylbutanamido)-2-(3-(trifluoromethyl)phenyl)propanoic acid